C(C1=CC=CC=C1)(=O)OC[C@@H]1[C@H]([C@@H]2[C@@H](OC(O2)(C)C)O1)CC(=O)OCC ((3aR,5S,6R,6aR)-6-(2-Ethoxy-2-oxoethyl)-2,2-dimethyltetrahydrofuro[2,3-d][1,3]dioxol-5-yl)methyl benzoate